5-[[4-[2-[5-(1-hydroxyethyl)-2-pyridinyl]ethoxy]phenyl]methyl]-2,4-thiazolidinedione hydrochloride Cl.OC(C)C=1C=CC(=NC1)CCOC1=CC=C(C=C1)CC1C(NC(S1)=O)=O